(3R)-4-[4-(dimethyl-1H-1,2,3-triazol-5-yl)-5-iodo-7-[1-(tetrahydropyran-2-yl)-1H-pyrazol-5-yl]imidazo[1,5-b]pyridazin-2-yl]-3-methylmorpholine CC=1N=NN(C1C=1C=2N(N=C(C1)N1[C@@H](COCC1)C)C(=NC2I)C2=CC=NN2C2OCCCC2)C